ClC=1C(=NC(=NC1)NC1=C(C=C(C=C1)N1CCC(CC1)N1CCN(CC1)C)OC)C1=CC=CC=C1 5-chloro-N-{2-methoxy-4-[4-(4-methylpiperazin-1-yl)piperidin-1-yl]phenyl}-4-phenylpyrimidin-2-amine